2,3-difluoro-1-methoxy-4-(4-(4-propylcyclohexyl)cyclohexyl)benzene FC1=C(C=CC(=C1F)C1CCC(CC1)C1CCC(CC1)CCC)OC